1-(1-(1-hydroxy-2-methylpropan-2-yl)-1H-pyrazol-4-yl)-6-methylpiperidine-3-carbohydrazide OCC(C)(C)N1N=CC(=C1)N1CC(CCC1C)C(=O)NN